2-({[2-(1H-1,3-benzodiazol-2-yl)ethyl][(tert-butoxy)carbonyl]amino}methyl)-1,3-thiazole-4-carboxylic acid N1C(=NC2=C1C=CC=C2)CCN(C(=O)OC(C)(C)C)CC=2SC=C(N2)C(=O)O